p-aminobenzamide C1=CC(=CC=C1C(=O)N)N